2-((3-((1R,5S)-6-(4-ethoxyphenyl)-9,9-dimethyl-3,6-diazabicyclo[3.2.2]nonan-3-yl)propyl)sulfonyl)ethane-1-amine C(C)OC1=CC=C(C=C1)N1[C@@H]2CN(C[C@H](C1)CC2(C)C)CCCS(=O)(=O)CCN